OC1=C(C=CC(=C1C)OCCCC)C1=NC(=NC(=N1)C1=C(C(=C(C=C1)OCCCC)C)O)C1=C(C(=C(C=C1)OCCCC)C)O 2,4,6-Tris(2-hydroxy-3-methyl-4-butoxyphenyl)-1,3,5-triazine